ClC1=NC(=C(C(=N1)N1C[C@@H](N(CC1)C(=O)[O-])CC#N)[N+](=O)[O-])C[C@@]1(CCCC2=CC=CC=C12)C(=O)OC (S)-4-(2-Chloro-6-(((R)-1-(methoxycarbonyl)-1,2,3,4-tetrahydronaphthalen-1-yl)methyl)-5-nitro pyrimidin-4-yl)-2-(cyanomethyl)piperazine-1-carboxylate